[I-].O1COC2=C1C=CC(=C2)[C@H]2N1[C@H](CC3=C2N(C=2C=CC=CC32)C(=O)C=3C=[N+](C=CC3)C)C(N(CC1=O)C)=O 3-((6R,12aR)-6-(benzo[d][1,3]dioxol-5-yl)-2-methyl-1,4-dioxo-1,2,3,4,6,7,12,12a-octahydropyrazino[1',2':1,6]pyrido[3,4-b]indole-7-carbonyl)-1-methylpyridin-1-ium iodide